(R)-5-(2-amino-[1,2,4]triazolo[1,5-a]pyridin-7-yl)-N-(2,2-difluoro-1-(4-fluorophenyl)ethyl)-1-methyl-1H-indole-3-carboxamide NC1=NN2C(C=C(C=C2)C=2C=C3C(=CN(C3=CC2)C)C(=O)N[C@@H](C(F)F)C2=CC=C(C=C2)F)=N1